2-p-nitrophenylimino-1-p-tolyl-4-phenylthiazole [N+](=O)([O-])C1=CC=C(C=C1)N=C1S(C=C(N1)C1=CC=CC=C1)C1=CC=C(C=C1)C